CC1(OC[C@@H](O1)[C@@H]1C([C@H]2OC(O[C@H]2O1)(C)C)=O)C (3aR,5R,6aS)-5-((R)-2,2-dimethyl-1,3-dioxolan-4-yl)-2,2-dimethyldihydrofuro[3,2-d][1,3]dioxol-6(3aH)-one